2-(1-(1-(3-isopropyl-1,2,4-thiadiazol-5-yl)piperidin-4-yl)ethoxy)-5-(4-(methylsulfonyl)phenyl)thiazolo[5,4-b]pyridin C(C)(C)C1=NSC(=N1)N1CCC(CC1)C(C)OC=1SC2=NC(=CC=C2N1)C1=CC=C(C=C1)S(=O)(=O)C